ClC=1C(=CC2=C(C=3N(C(CO2)C(C)C)C=C(C(C3)=O)C(=O)O)C1)OCCCOC 2-chloro-7-isopropyl-3-(3-methoxypropoxy)-11-oxo-6,7-dihydro-11H-benzo[f]pyrido[1,2-d][1,4]oxazepine-10-carboxylic acid